4-amino-1-methyl-1H-pyrazolo[4,3-C]quinoline-8-carbonyl chloride NC1=NC=2C=CC(=CC2C2=C1C=NN2C)C(=O)Cl